2-(6-((S)-2-(aminomethyl)-5-oxopyrrolidin-1-yl)-4-methylpyridin-2-yl)-4-(2-fluoro-6-methoxyphenyl)-2,3-dihydro-1H-pyrrolo[3,4-c]pyridin-1-one NC[C@H]1N(C(CC1)=O)C1=CC(=CC(=N1)N1CC=2C(=NC=CC2C1=O)C1=C(C=CC=C1OC)F)C